8-[(1R)-1-[[6-chloro-2-(1-hydroxy-2,3,1-benzoxazaborinin-6-yl)-3-pyridyl]amino]ethyl]-3,6-dimethyl-2-(4-methylpiperazin-1-yl)chromen-4-one ClC1=CC=C(C(=N1)C=1C=CC2=C(C=NOB2O)C1)N[C@H](C)C=1C=C(C=C2C(C(=C(OC12)N1CCN(CC1)C)C)=O)C